NC=1C=C(C=CC1)C=1C2=CC=CC=C2N=C2C=CC=CC12 9-(m-aminophenyl)acridine